N-(5-(((2r,5's)-5'-methyl-5-(4-methylpiperazin-1-yl)-3H-spiro[furo[2,3-c]pyridin-2,3'-pyrrolidin]-1'-yl)methyl)thiazol-2-yl)acetamide C[C@H]1C[C@@]2(CN1CC1=CN=C(S1)NC(C)=O)CC=1C(=CN=C(C1)N1CCN(CC1)C)O2